tert-butyl (4-(4-amino-7-cyclopropyl-7H-pyrrolo[2,3-d]pyrimidin-5-yl)cyclohex-3-en-1-yl)carbamate NC=1C2=C(N=CN1)N(C=C2C2=CCC(CC2)NC(OC(C)(C)C)=O)C2CC2